BrC1=CC(=C(C=C1)NC(=O)NCCCCl)F 1-(4-bromo-2-fluorophenyl)-3-(3-chloropropyl)urea